ClC1=C(C=C(C#N)C=C1)C=1NC2=CC(=C(C(=C2C(C1)=O)F)N1CC(C1)OC)F 4-chloro-3-(5,7-difluoro-6-(3-methoxyazetidin-1-yl)-4-oxo-1,4-dihydroquinolin-2-yl)benzonitrile